dimethyl-benzeneethanesulfonic acid CC=1C(=C(C=CC1)CCS(=O)(=O)O)C